N-(3-Cyano-4-fluoro-1H-indol-7-yl)-1-[(1S)-2-hydroxy-1-methylethyl]pyrazol-4-sulfonamid C(#N)C1=CNC2=C(C=CC(=C12)F)NS(=O)(=O)C=1C=NN(C1)[C@H](CO)C